N1S(CC(C2=C1C=CC=C2)=O)(=O)=O 1H-benzo[c][1,2]thiazin-4(3H)-one 2,2-dioxide